3-bromo-5-(methylthio)pyridine BrC=1C=NC=C(C1)SC